C1(CC1)[C@@H](NC(=O)[C@@H]1N(C=CC1)C(C1=CC(=CC=C1)S(=O)(=O)C)=O)C1=C(C=C(C=C1)C(F)(F)F)F (2R)-N-((R)-cyclopropyl(2-fluoro-4-(trifluoromethyl)phenyl)methyl)-1-(3-(methylsulfonyl)benzoyl)-2,3-dihydro-1H-pyrrole-2-carboxamide